C(C1=NC=C(C(=O)O)C=C1)([2H])([2H])[2H] 6-(methyl-d3)nicotinic acid